3-hydroxyestra-1,3,5(10)-trien-17-one OC1=CC=2CC[C@H]3[C@@H]4CCC([C@@]4(C)CC[C@@H]3C2C=C1)=O